C(C1=CC=C(CN2C([C@@H](CC2)N2CCC(CC2)C2=CC=C(C=C2)NS(=O)(=O)C)=O)C=C1)([2H])([2H])[2H] (R)-N-(4-(1-(1-(4-(methyl-d3)benzyl)-2-oxopyrrolidin-3-yl)piperidin-4-yl)phenyl)methanesulfonamide